C1CN(CCN1C/C=C/C2=CC=CC=C2)C(C3=CC=CC=C3)C4=CC=CC=C4 The molecule is a N-alkylpiperazine. It has a role as an antiemetic, a histamine antagonist, a calcium channel blocker, a muscarinic antagonist, an anti-allergic agent and a H1-receptor antagonist.